C(C)(C)(C)OC(=O)NCCOCCOCCOCCOCCC(=O)O 3-[2-[2-[2-[2-(tert-butoxycarbonylamino)ethoxy]ethoxy]ethoxy]ethoxy]propanoic acid